BrC=1N=C(C=2N(C1)C(=CN2)Cl)N2[C@H]([C@@H](C2)O)C (2S,3R)-1-(6-bromo-3-chloro-imidazo[1,2-a]pyrazin-8-yl)-2-methyl-azetidin-3-ol